C(C1=CC=CC=C1)O[C@H]1[C@@H]2[C@@H](O[C@]1(CCO2)COCC2=CC=CC=C2)N2C(NC(C(=C2)C)=O)=O 1-{2,6-anhydro-3-O-benzyl-4-[(benzyloxy)methyl]-5-deoxy-α-L-lyxo-hexofuranosyl}-5-methylpyrimidine-2,4(1H,3H)-dione